C(C)(C)(C)OC(=O)N(C(OC(C)(C)C)=O)CC1=NC(=NC(=C1)C)Cl tert-butyl (tert-butoxycarbonyl)((2-chloro-6-methylpyrimidin-4-yl)methyl)carbamate